P(=O)(OCCCl)(OCCCl)OCCCl tri(β-chloroethyl) phosphate